COC(NCCN(C(C)=O)C)=O methyl(2-(N-methylacetamido)ethyl)carbamate